O1COC2=C1C=CC(=C2)C[C@@H](CC)N([S@@](=O)C(C)(C)C)C (S)-N-((R)-1-(benzo[d][1,3]dioxol-5-yl)butan-2-yl)-N,2-dimethylpropane-2-sulfinamide